1-(1-benzofuran-7-yl)-3-(3-methyl-4-phenoxyphenyl)-1,3,5-triazine-2,4,6-trione O1C=CC2=C1C(=CC=C2)N2C(N(C(NC2=O)=O)C2=CC(=C(C=C2)OC2=CC=CC=C2)C)=O